C12CN(CCC2NC1)C=1N=C2C(=NC1)N=C(C=C2)SC2=C(C(=NC=C2)N)Cl 4-((2-(3,7-diazabicyclo[4.2.0]oct-3-yl)pyrido[2,3-b]pyrazin-6-yl)thio)-3-chloropyridin-2-amine